4-(5-hydroxy-2-(trifluoromethyl)phenyl)-7,7-dimethyl-2-(2-(2-propenoyl)-2,6-diazaspiro[3.4]octan-6-yl)-7,8-dihydro-5H-pyrano[4,3-b]pyridine-3-carbonitrile OC=1C=CC(=C(C1)C1=C2C(=NC(=C1C#N)N1CC3(CN(C3)C(C=C)=O)CC1)CC(OC2)(C)C)C(F)(F)F